CC=1N=C(NC1C)C1=NC=CC(=C1)C=1C=NC=C(C1)C(=O)N1CCOCC1 (2'-(4,5-Dimethyl-1H-imidazol-2-yl)-3,4'-bipyridin-5-yl)(morpholino)methanone